BrC1=C(C(=CC(=C1)C(F)F)Cl)C1CC1 1-bromo-3-chloro-2-cyclopropyl-5-(difluoromethyl)benzene